N1N=C(C=C1)NC(=O)O pyrazolecarbamic acid